BrC1=CC=CC(=N1)NC(=O)[C@H]1NC2CC[C@H]1C2 (3S,4S)-N-(6-bromopyridin-2-yl)-2-azabicyclo[2.2.1]heptane-3-carboxamide